(1-(((2R,3S,4R,5R)-5-(6-chloro-4-(((S)-2,3-dihydro-1H-inden-1-yl)amino)-1H-pyrazolo[3,4-d]pyrimidin-1-yl)-3,4-dihydroxytetrahydrofuran-2-yl)methoxy)-2-hydroxyethyl)phosphonic acid ClC1=NC(=C2C(=N1)N(N=C2)[C@H]2[C@@H]([C@@H]([C@H](O2)COC(CO)P(O)(O)=O)O)O)N[C@H]2CCC1=CC=CC=C21